FC1=C2C=C(NC2=CC=C1)C(=O)N1CCOC2(CCC2)[C@@H]1C(=O)N[C@H](C[C@@H]1C(NCC1)=O)C(CF)=O (R)-8-(4-fluoro-1H-indole-2-carbonyl)-N-((R)-4-fluoro-3-oxo-1-((R)-2-oxopyrrolidin-3-yl)butan-2-yl)-5-oxa-8-azaspiro[3.5]nonane-9-carboxamide